(5'S,7a'R)-3-(cyclopentylmethoxy)-5'-(pyrazin-2-yl)tetrahydro-3'H-spiro[cyclobutane-1,2'-pyrrolo[2,1-b]oxazol]-3'-one C1(CCCC1)COC1CC2(C(N3[C@H](O2)CC[C@H]3C3=NC=CN=C3)=O)C1